2-(4-ethylphenoxy)-N-(pyrazol-3-yl)-N-(thien-2-ylmethyl)acetamide C(C)C1=CC=C(OCC(=O)N(CC=2SC=CC2)C2=NNC=C2)C=C1